COC1=NN(C(=C1)C1N(CCC1)CC1=CC=C(OC2=CC=C(C(=O)N)C=C2)C=C1)C 4-(4-{[2-(3-methoxy-1-methyl-1H-pyrazol-5-yl)pyrrolidin-1-yl]Methyl}phenoxy)benzamide